C(C)OC(=O)C1C(C1)(F)C1=C(C=C(C=C1)Cl)C1=C(C=CC=C1F)F.C(C=C)[Si](OCCOC)(OCCOC)CC=C diallyl-bis-(2-methoxyethoxy)silane ethyl-2-(5-chloro-2',6'-difluoro[1,1'-biphenyl]-2-yl)-2-fluorocyclopropane-1-carboxylate